5-amino-8-(1-methyl-6-oxo-1,6-dihydropyridazin-3-yl)-2-(((3-methylpyridin-2-yl)methoxy)-[1,2,4]triazolo[1,5-c]pyrimidin-7-yl)benzonitrile NC=1C=CC(=C(C#N)C1)C1=C(C=2N(C=N1)N=C(N2)OCC2=NC=CC=C2C)C2=NN(C(C=C2)=O)C